CC(C)(C)C1=CC=C(CCl)C=C1 4-(1,1-dimethylethyl)benzyl chloride